(+)-4-(m-tolyl)-3-toluenesulfonyl-chroman-2-one C1(=CC(=CC=C1)C1C(C(OC2=CC=CC=C12)=O)S(=O)(=O)CC1=CC=CC=C1)C